ClC1=CC=C(CN2N=C3C4=C(CCC3=C2)OC(=C4C)C(=O)NCC=4C=NC=CC4)C=C1 2-(4-chlorobenzyl)-8-methyl-N-(pyridin-3-ylmethyl)-4,5-dihydro-2H-furo[2,3-g]indazole-7-carboxamide